ClC1=CC=C(C=C1)C=1C(N(C=C2C=CC(=NC12)OC1CC1)C1=CC2=CN(N=C2C=C1)C)=O 8-(4-chlorophenyl)-2-cyclopropoxy-6-(2-methyl-2H-indazol-5-yl)-1,6-naphthyridin-7(6H)-one